(3-chloro-4-(trifluoromethyl)phenyl)(4-(5-(2-hydroxy-2-methylpropylamino)isoxazol-3-yl)piperidin-1-yl)methanone ClC=1C=C(C=CC1C(F)(F)F)C(=O)N1CCC(CC1)C1=NOC(=C1)NCC(C)(C)O